3-(4-(tert-butyl)benzoylamino)-5-(1-(4-methoxyphenyl)-1H-pyrazol-4-yl)benzofuran-2-carboxylic acid C(C)(C)(C)C1=CC=C(C(=O)NC2=C(OC3=C2C=C(C=C3)C=3C=NN(C3)C3=CC=C(C=C3)OC)C(=O)O)C=C1